CC1=C(N)C(=CC(=C1)Br)C 2,6-dimethyl-4-bromoaniline